ClC1=CC(=NC=C1)[C@@H]1[C@H](C1)C(=O)NC1=NC=CC(=N1)Cl |r| rac-(1S*,2S*)-2-(4-chloropyridin-2-yl)-N-(4-chloropyrimidin-2-yl)cyclopropane-1-carboxamide